C(C)OC1=CC=C(C=C1)C(C(=O)NC1=CC=C(C=C1)[Si](C)(C)C)NC(CC=1C=NN(C1)C)=O 2-(4-ethoxyphenyl)-2-(((1-methyl-1H-pyrazol-4-yl)acetyl)amino)-N-(4-(trimethylsilyl)phenyl)acetamide